C(C)(C)(C)OC(N(C)C1CCC(CC1)CN)=O.OC[C@H]1CN(CC1)C1=CC=C(C=N1)C1C(NC(CC1)=O)=O |r| 3-{6-[(3RS)-3-(hydroxymethyl)pyrrolidin-1-yl]pyridin-3-yl}piperidine-2,6-dione tert-butyl-((1r,4r)-4-(aminomethyl)cyclohexyl)(methyl)carbamate